(2S)-2-{[(tert-butoxy)carbonyl]amino}propionic acid benzyl ester C(C1=CC=CC=C1)OC([C@H](C)NC(=O)OC(C)(C)C)=O